FC=1C=NC(=C(C#N)C1)N1C[C@@H](N(CC1)C(CCCC1=C2C=CC=NC2=CC=C1)=O)C (S)-5-fluoro-2-(3-methyl-4-(4-(quinolin-5-yl)butanoyl)piperazin-1-yl)nicotinonitrile